C(C)N1N=C(C=C1C(=O)NCCCN1C=NC2=C1C=CC(=C2)C(=O)N)C 1-(3-(1-ethyl-3-methyl-1H-pyrazole-5-carboxamido)propyl)-1H-benzo[d]imidazole-5-carboxamide